C(C)N(C(=O)C1=CSC=C1)CC N,N-diethylthiophene-3-amide